BrC=1C=C(N(N1)C1=NC=CC=C1Cl)C(=O)NC1=C(C=C(C=C1C)I)C(N)=O 5-bromo-N-(2-carbamoyl-4-iodo-6-methyl-phenyl)-2-(3-chloro-2-pyridyl)pyrazole-3-carboxamide